C(C1=CC=CC=C1)OC(CCNCC[Se]C(C(=O)O)C)=O (2-((3-(benzyloxy)-3-oxopropyl)amino)ethyl)seleno-propionic acid